(E)-3-(4-Hydroxy-3-methylphenyl)-1-[4-[(4-methylcyclohexa-1,5-dien-1-yl)sulfanylamino]phenyl]prop-2-en-1-one OC1=C(C=C(C=C1)/C=C/C(=O)C1=CC=C(C=C1)NSC1=CCC(C=C1)C)C